tert-Butyl tert-butyl((4-(2-(5,5-difluoro-2-oxoazepan-1-yl)-5-(trifluoromethyl)-nicotinamido)pyridin-2-yl)sulfonyl)carbamate C(C)(C)(C)N(C(OC(C)(C)C)=O)S(=O)(=O)C1=NC=CC(=C1)NC(C1=C(N=CC(=C1)C(F)(F)F)N1C(CCC(CC1)(F)F)=O)=O